methyl-3-(benzyloxy)-5-((2,4-difluorobenzyl) carbamoyl)-4-oxo-4H-pyran-2-carboxylate COC(=O)C=1OC=C(C(C1OCC1=CC=CC=C1)=O)C(NCC1=C(C=C(C=C1)F)F)=O